[2-({5-[(2R)-4-[4-chloro-2-(trifluoromethyl)benzoyl]-2-ethylpiperazin-1-yl]-2'-ethoxy-[2,3'-bipyridin]-6-yl}sulfanyl)ethyl]dimethylamine ClC1=CC(=C(C(=O)N2C[C@H](N(CC2)C=2C=CC(=NC2SCCN(C)C)C=2C(=NC=CC2)OCC)CC)C=C1)C(F)(F)F